FC(C1=CC=2N(C3=CC=CC=C3SC2C=C1)C1=C(C=C2C=CC=CN12)C1=CC=CC=C1)(F)F 2-trifluoromethyl-10-(2-phenylindolizin-3-yl)-10H-phenothiazine